tert-butyl 2-[3-(4-fluoro-2-isopropoxy-phenyl)-6-(1-methylpyrazol-4-yl)-2-pyridyl]-6,7-dihydro-4H-pyrazolo[1,5-a]pyrazine-5-carboxylate FC1=CC(=C(C=C1)C=1C(=NC(=CC1)C=1C=NN(C1)C)C1=NN2C(CN(CC2)C(=O)OC(C)(C)C)=C1)OC(C)C